CN1CCN(CC1)C1=CC(=C(C=C1)O)C=C(C)C 4-(4-methylpiperazin-1-yl)-2-(2-methylprop-1-enyl)phenol